CC(C#N)(C)C=1C=NC(=CC1)C1=CC=CC=C1 2-methyl-2-(6-phenylpyridin-3-yl)propanenitrile